ClC1=C(C=CC=C1C=1N=C(C(=NC1)CN1CC2(C1)CNC(C2)=O)OC)C2=C(C(=CC=C2)C2=CC(=C(C=C2)CN2CC1(C2)CNC(C1)=O)OC)Cl 2-((5-(2,2'-dichloro-3''-methoxy-4''-((7-oxo-2,6-diazaspiro[3.4]octan-2-yl)methyl)-[1,1':3',1''-terphenyl]-3-yl)-3-methoxypyrazin-2-yl)methyl)-2,6-diazaspiro[3.4]octan-7-one